2-methoxy-N-{[(3S)-oxolan-3-yl]methyl}-3-[3-(pyrrolidin-1-yl)propoxy]-6H,7H,8H-cyclopenta[b]1,5-naphthyridin-9-amine COC=1N=C2C(=C3C(=NC2=CC1OCCCN1CCCC1)CCC3)NC[C@H]3COCC3